N-(cyclohexylthio)-phthalimide C1(CCCCC1)SN1C(C=2C(C1=O)=CC=CC2)=O